4-[(4-bromo-2-chlorophenyl)amino]-5-fluoro-1-methyl-6-oxo-1,6-dihydropyridazine-3-carboxylic acid BrC1=CC(=C(C=C1)NC=1C(=NN(C(C1F)=O)C)C(=O)O)Cl